7-bromo-3-(3,3-difluorobutyl)-5-(4-fluorophenyl)-8-methoxy-2,3-dihydrobenzo[b][1,4]thiazepin-4(5H)-one BrC1=CC2=C(SCC(C(N2C2=CC=C(C=C2)F)=O)CCC(C)(F)F)C=C1OC